methyl 2-(2H-indazol-2-yl)propanoate N=1N(C=C2C=CC=CC12)C(C(=O)OC)C